C([C@H]([C@H](C(=O)O)O)OP(=O)(O)O)O The molecule is a phosphoerythronic acid that consists of D-erythronic acid bearing an O-phospho substituent at position 3. It derives from a D-erythronic acid.